benzyl-4-phenyl-1H-1,2,3-triazole C(C1=CC=CC=C1)N1N=NC(=C1)C1=CC=CC=C1